COC=1C=CC(=C2C=CNC12)CNC(=O)C1=CN=C2N1C=CC=C2 N-[(7-methoxy-1H-indol-4-yl)methyl]imidazo[1,2-a]pyridine-3-carboxamide